C(C)C1=NC=CC=C1OC1=C(CN2C[C@@H](N([C@@H](C2)C)C(C(C)C)=O)C(=O)NCC2=CC=C(C=C2)C2=NC(=CC=C2)OC)C(=CC=C1)F (2R,6R)-4-(2-((2-ethylpyridin-3-yl)oxy)-6-fluorobenzyl)-1-isobutyryl-N-(4-(6-methoxypyridin-2-yl)benzyl)-6-methylpiperazine-2-carboxamide